CC1=C(C(=O)P(C2=CC=CC=C2)(C(C2=C(C=C(C=C2C)C)C)=O)=O)C(=CC(=C1)C)C Bis(2,4,6-trimethyl-benzoyl)phenylphosphin oxid